BrC=1C2=C(SC1)C(=CS2)OCCCCCCC 3-bromo-6-(heptyloxy)thieno[3,2-b]thiophene